N[C@H](CC(N)=O)C(=O)O D-asparagine